N[C@@H]([C@H](O)C)C(=O)N1[C@@H](CCC1)C(=O)O Threoninyl-Proline